N1(N=NC2=C1C=CC=C2)[O+]=C(N(C)C)N(C)C benzotriazol-1-yl-[bis(dimethylamino)methylene]oxonium